tert-butyl 3-(6-((6-(difluoromethyl)pyridin-2-yl)carbamoyl)-7-ethoxyimidazo[1,2-a]pyridin-2-yl)azetidine-1-carboxylate FC(C1=CC=CC(=N1)NC(=O)C=1C(=CC=2N(C1)C=C(N2)C2CN(C2)C(=O)OC(C)(C)C)OCC)F